NC1=C(COCCCO)C=CC=C1F 3-((2-amino-3-fluorobenzyl)oxy)propan-1-ol